OC[C@@H]1N(CCC[C@@H]1C(=O)OC)C(=O)OC(C)(C)C cis-1-(tert-butyl) 3-methyl 2-(hydroxymethyl)piperidine-1,3-dicarboxylate